BrC=1C=CC2=C(C(=CO2)COC2=C(C=CC=C2C#N)CC(=O)OCC)C1 ethyl 2-(2-((5-bromobenzofuran-3-yl)methoxy)-3-cyanophenyl)acetate